ClC1=C2C(=NC=C1C#CC1=NC=C(C=C1)F)NC=C2 4-chloro-5-((5-fluoropyridin-2-yl)ethynyl)-1H-pyrrolo[2,3-b]Pyridine